(S)-1-((6-(dimethylamino)-1-((4-(hydroxymethyl)phenyl)amino)-1-oxohexan-2-yl)carbamoyl)cyclobutane-1-carboxylic acid ethyl ester C(C)OC(=O)C1(CCC1)C(N[C@H](C(=O)NC1=CC=C(C=C1)CO)CCCCN(C)C)=O